2-oxa-6-azaadamantane C12OC3CC(NC(C1)C3)C2